FC=1C=C(C=CC1F)C=1C=C2C(=NC1)N(CN2CC2=NC=CC=N2)C 6-(3,4-difluorophenyl)-3-methyl-1-(pyrimidin-2-ylmethyl)imidazo[4,5-b]Pyridine